N-[5-[5-cyano-2-[[(2S)-morpholin-2-yl]methoxy]phenyl]pyrazolo[1,5-a]pyridin-2-yl]cyclopropanecarboxamide C(#N)C=1C=CC(=C(C1)C1=CC=2N(C=C1)N=C(C2)NC(=O)C2CC2)OC[C@@H]2CNCCO2